FC(C1(CC1)C1=CC=C(C=C1)C1CN(C1)C(=O)N1C[C@@H]2[C@@H](OCC(N2)=O)CC1)(F)F (4aR,8aS)-6-[3-[4-[1-(Trifluoromethyl)cyclopropyl]phenyl]azetidine-1-carbonyl]-4,4a,5,7,8,8a-hexahydropyrido[4,3-b][1,4]oxazin-3-one